2-(iodomethyl)norbornane tert-butyl-6,6-difluoro-3-({6-[5-fluoro-4-(1H-pyrazol-4-yl)-1H-indazol-7-yl]pyridazin-3-yl}(methyl)amino)-8-azabicyclo[3.2.1]octane-8-carboxylate C(C)(C)(C)OC(=O)N1C2CC(CC1C(C2)(F)F)N(C)C=2N=NC(=CC2)C=2C=C(C(=C1C=NNC21)C=2C=NNC2)F.ICC2C1CCC(C2)C1